hydroxystearic acid palmitate C(CCCCCCCCCCCCCCC)(=O)O.OC(C(=O)O)CCCCCCCCCCCCCCCC